ClC1=CC(=CC=2C[C@@H](OC21)C=2C=C(C=CC2)C2=NOC(N2)=O)C(F)(F)F 3-{m-[(R)-7-chloro-5-(trifluoromethyl)-2,3-dihydro-1-benzofuran-2-yl]phenyl}-1,2,4-oxadiazol-5(4H)-one